(P)-tert-butyl N-[[7-[5-(4-chloro-6-isocyano-1H-benzimidazol-5-yl)-1-methyl-pyrazol-4-yl]-4-oxo-3H-phthalazin-1-yl]methyl]carbamate ClC1=C(C(=CC=2NC=NC21)[N+]#[C-])C2=C(C=NN2C)C2=CC=C1C(NN=C(C1=C2)CNC(OC(C)(C)C)=O)=O